1-{16-fluoro-7,11-dioxa-19,22,23-triazapentacyclo[16.5.2.12,6.012,17.021,24]hexacosa-1(23),2,4,6(26),12(17),13,15,18,20,24-decaen-5-yl}-4-[(morpholin-4-yl)methyl]piperidin-4-ol FC1=CC=CC=2OCCCOC=3C(=CC=C(C4=NNC5=CN=C(C12)C=C45)C3)N3CCC(CC3)(O)CN3CCOCC3